OC1=C(C=C(C=C1)C1CCCCC1)N1N=C2C(=N1)C=CC=C2 2-(2'-hydroxy-5'-cyclohexylphenyl)benzotriazole